1-phenylstyrene C1(=CC=CC=C1)C1(C=C)CC=CC=C1